CC1(CN(C1)CC(=O)NC=1C=C(C(=NC1)C)NC(=O)C=1C=NN2C1SC(=C2)C2=CSC=C2)C N-(5-(2-(3,3-dimethylazetidin-1-yl)acetamido)-2-methylpyridin-3-yl)-2-(thiophen-3-yl)pyrazolo[5,1-b]thiazole-7-carboxamide